(R or S)-N-((3-(2-(5-fluorothiophen-2-yl)ethyl)-1-(2-(6-methylpyridin-3-yl)propan-2-yl)pyrrolidin-3-yl)methyl)-4-methylbenzene-sulfonamide citrate C(CC(O)(C(=O)O)CC(=O)O)(=O)O.FC1=CC=C(S1)CC[C@@]1(CN(CC1)C(C)(C)C=1C=NC(=CC1)C)CNS(=O)(=O)C1=CC=C(C=C1)C |o1:21|